4-[[2-(5-chloro-2-hydroxy-phenyl)acetyl]amino]pyridine-2-carboxylic acid ClC=1C=CC(=C(C1)CC(=O)NC1=CC(=NC=C1)C(=O)O)O